N-methyl-morpholine-4-carboxamide CNC(=O)N1CCOCC1